5-chloro-N-(3-fluoro-4-(2-(methylamino)-7-oxo-7,8-dihydropyrido[2,3-d]pyrimidin-6-yl)pyridin-2-yl)-2-methoxypyridine-3-sulfonamide ClC=1C=C(C(=NC1)OC)S(=O)(=O)NC1=NC=CC(=C1F)C1=CC2=C(N=C(N=C2)NC)NC1=O